N-[[6-[(3-methoxyphenyl)methylcarbamoyl]-6-azaspiro[2.5]octan-2-yl]methyl]furo[2,3-c]pyridine-2-carboxamide COC=1C=C(C=CC1)CNC(=O)N1CCC2(C(C2)CNC(=O)C2=CC=3C(=CN=CC3)O2)CC1